tert-butyl (2R,3S,4S)-4-[(tert-butoxycarbonyl)oxy]-2-[(4-chlorophenyl)methyl]-3-hydroxypyrrolidine-1-carboxylate C(C)(C)(C)OC(=O)O[C@@H]1[C@H]([C@H](N(C1)C(=O)OC(C)(C)C)CC1=CC=C(C=C1)Cl)O